C(C)(C)(C)OC(NC[C@H](C)C1=CC(=CC=C1)NC1=NC(=C(N=C1C(N)=O)CC)CC)=O (R)-(2-(3-((3-carbamoyl-5,6-diethylpyrazin-2-yl)amino)phenyl)propyl)carbamic acid tert-butyl ester